5-bromo-8-methoxychroman BrC1=C2CCCOC2=C(C=C1)OC